C(N)(=O)C([C@H](C(=O)O)N)CC1=C(C=C(C(=C1)F)F)F (R)-3-carbamyl-amino-4-(2,4,5-trifluorophenyl)butyric acid